2-(4-bromoanthracen-9-yl)-9-phenyl-1,10-phenanthroline BrC1=CC=CC2=C(C3=CC=CC=C3C=C12)C1=NC2=C3N=C(C=CC3=CC=C2C=C1)C1=CC=CC=C1